NC1=C(C(=CC(=C1)C)C)O 2-Amino-4,6-dimethylphenol